2-(4-ethenyl-2-fluoroanilino)-3,4-difluoro-5-[[3-fluoro-2-(methylsulfamoylamino)pyridin-4-yl]methyl]benzamide bis[2,2-bis(3-oxobutanoyloxymethyl)butyl]hexanedioate O=C(CC(=O)OCC(COC(CCCCC(=O)OCC(CC)(COC(CC(C)=O)=O)COC(CC(C)=O)=O)=O)(CC)COC(CC(C)=O)=O)C.C(=C)C1=CC(=C(NC2=C(C(=O)N)C=C(C(=C2F)F)CC2=C(C(=NC=C2)NS(NC)(=O)=O)F)C=C1)F